CS(=O)(C)=NC=1C=CC(=NC1)N1N=CN=C1[C@H](C)NC(C1=CC(=C(C=C1)F)C(F)(F)F)=O (S)-N-(1-(1-(5-((dimethyl(oxo)-λ6-sulfaneylidene)amino)pyridin-2-yl)-1H-1,2,4-triazol-5-yl)ethyl)-4-fluoro-3-(trifluoromethyl)benzamide